1-({(5S,7S)-3-[2-methyl-2-(3-{[(1-methylethyl)oxy]methyl}-1,2,4-oxadiazol-5-yl)propyl]-2-oxo-1-oxa-3-azaspiro[4.5]dec-7-yl}methyl)-1H-benzimidazole-6-carbonitrile CC(CN1C(O[C@]2(C1)C[C@H](CCC2)CN2C=NC1=C2C=C(C=C1)C#N)=O)(C)C1=NC(=NO1)COC(C)C